ClC1=CC(=C(C=C1)C1=NC(=CC=2N=C(N(C(C21)=O)C)C)N2C[C@H](OCC2)C2=NOC(=N2)C)F 5-(4-chloro-2-fluorophenyl)-2,3-dimethyl-7-((2S)-2-(5-methyl-1,2,4-oxadiazol-3-yl)-4-morpholinyl)pyrido[4,3-d]pyrimidin-4(3H)-one